FC(ON1CCNC2=CC=CC=C12)(F)F (trifluoromethoxy)-1,2,3,4-tetrahydroquinoxaline